N-[(1R,3R)-3-{[6-fluoro-2-(trifluoromethyl)quinolin-4-yl]amino}cyclohexyl]-4-methoxybenzamide FC=1C=C2C(=CC(=NC2=CC1)C(F)(F)F)N[C@H]1C[C@@H](CCC1)NC(C1=CC=C(C=C1)OC)=O